N-(1-(((1r,2r)-3-hydroxycyclobutyl)methyl)-3-(pyridin-2-yl)-1H-pyrazol-4-yl)-2-(1H-pyrazol-4-yl)thiazole-4-carboxamide formate C(=O)O.OC1CC(C1)CN1N=C(C(=C1)NC(=O)C=1N=C(SC1)C=1C=NNC1)C1=NC=CC=C1